N1N=CC(=C1)C1=CC=C(C=C1)NC=1C2=C(N=C(N1)C1=CC=C3C=C(NC3=C1)C(=O)NCC)C=CS2 6-(4-((4-(1H-pyrazol-4-yl)phenyl)-amino)thieno[3,2-d]pyrimidin-2-yl)-N-ethyl-1H-indole-2-carboxamide